2,3-bis([1,1'-biphenyl]-2-yl)-5-chloropyrazine C1(=C(C=CC=C1)C1=NC=C(N=C1C1=C(C=CC=C1)C1=CC=CC=C1)Cl)C1=CC=CC=C1